NC1=NC=2C=NC(=CC2C2=C1COC2)C(=O)N([C@H](C)C2=NN(C=N2)C)CC2=NC=C(C=C2)C(F)F 4-amino-N-((5-(difluoromethyl)-2-pyridinyl)methyl)-N-((1R)-1-(1-methyl-1H-1,2,4-triazol-3-yl)ethyl)-1,3-dihydrofuro[3,4-c][1,7]naphthyridine-8-carboxamide